(E)-2-methyl-3-(1H-pyrrolo[3,2-c]pyridin-3-yl)-1-(3,4,5-trimethoxyphenyl)prop-2-en-1-one C/C(/C(=O)C1=CC(=C(C(=C1)OC)OC)OC)=C\C1=CNC2=C1C=NC=C2